1,20-bismaleimido-10,11-dioctyl-eicosane C1(C=CC(N1CCCCCCCCCC(C(CCCCCCCCCN1C(C=CC1=O)=O)CCCCCCCC)CCCCCCCC)=O)=O